N-(2-ethoxyphenyl)-N'-(2-ethylphenyl)-ethandiamide C(C)OC1=C(C=CC=C1)NC(C(=O)NC1=C(C=CC=C1)CC)=O